5-(2-(3-(difluoromethyl)-4-methoxyphenylamino)-5-fluoropyrimidin-4-ylamino)benzo[d]oxazol-2(3H)-one formate salt C(=O)O.FC(C=1C=C(C=CC1OC)NC1=NC=C(C(=N1)NC=1C=CC2=C(NC(O2)=O)C1)F)F